ClC1=NC(=NC(=N1)Cl)NCCCCC1CC(N(C(C1)(C)C)C)(C)C 2,4-dichloro-6-[(1,2,2,6,6-pentamethylpiperidin-4-yl)butylamino]-s-triazine